C(CCC)P([O-])(=O)CCCC Di-n-butylphosphinate